methyl-pentynol CC(C#CO)CC